BrC1=CC=C(C(=N1)NC(=O)[C@H]1N([C@@H]2C[C@@]2(C1)C(N)=O)C(=O)OC(C)(C)C)C (1R,3S,5S)-tert-Butyl 3-((6-bromo-3-methylpyridin-2-yl)carbamoyl)-5-carbamoyl-2-azabicyclo[3.1.0]hexane-2-carboxylate